BrC1=CC=C(C=C1)[C@@H](C(F)(F)F)N(C(=O)C1CCC2(OCCO2)CC1)C N-[(1S)-1-(4-bromophenyl)-2,2,2-trifluoroethyl]-N-methyl-1,4-dioxaspiro[4.5]decane-8-carboxamide